FC=1C=C2C(=CNC(C2=CC1F)=O)[C@@H](C)N(C(=O)C=1OC2=C(C1)C=CC=C2)C |r| Racemic-N-(1-(6,7-difluoro-1-oxo-1,2-dihydroisoquinolin-4-yl)ethyl)-N-methylbenzofuran-2-carboxamide